CN1CCN(CC1)C1=CC=C(C=C1)NC1=NC2=C(C=CC=C2C=N1)C=1SC(=CN1)NC(C=C)=O N-(2-(2-((4-(4-methylpiperazin-1-yl)phenyl)amino)quinazolin-8-yl)thiazol-5-yl)acrylamide